NC=1C=C2C=CC(=NC2=CC1)C1C(=O)N(C(C1)=O)O 6-aminoquinolinyl-N-hydroxysuccinimide